ClC1=C(C=CC=2C=C3N(C12)CC(N[C@@H](C3C=3C=NNC3)CO)=O)Cl 7,8-dichloro-2-(hydroxymethyl)-l-1-(1H-pyrazol-4-yl)-2,3-dihydro-1H-[1,4]diazepino[1,7-a]indol-4(5H)-one